triethylene glycol monomethyl ether para-toluenesulfonate CC1=CC=C(C=C1)S(=O)(=O)OCCOCCOCCOC